(S)-7-((2-methoxyethoxy)methyl)-1,4-oxazepane-4-carboxylic acid tert-butyl ester C(C)(C)(C)OC(=O)N1CCO[C@@H](CC1)COCCOC